C(C)(C)(C)OC(=O)NCC1(CC1)COC=1C=NC2=CC=CN=C2C1C(=O)OCC ethyl 3-[(1-{[(tert-butoxycarbonyl)amino]methyl}cyclopropyl)methoxy]-1,5-naphthyridine-4-carboxylate